Cl.FC1=C(N)C(=CC=C1OC)[N+](=O)[O-] 2-fluoro-3-methoxy-6-nitro-aniline hydrochloride